3-(Benzyloxy)2-methyl-4-pyrone C(C1=CC=CC=C1)OC1=C(OC=CC1=O)C